C(=O)C1=CC=C(C=C1)C=1C2=CC=C(N2)C(=C2C=CC(C(=C3C=CC(=C(C=4C=CC1N4)C4=CC=C(C=C4)C=O)N3)C3=CC=C(C=C3)C=O)=N2)C2=CC=C(C=C2)C=O 5,10,15,20-tetrakis(4-formylphenyl)porphyrin